3,3-diazidomethyloxybutane N(=[N+]=[N-])COC(CC)(C)OCN=[N+]=[N-]